S1C(=NC2=C1C=CC=C2)NC(=O)C=2C=CC(=C1CCN(CC21)C2=CC=C(C(=N2)C(=O)OCC)C=2C=NN(C2C)CC2CCCCC2)O Ethyl 6-(8-(benzo[d]thiazol-2-ylcarbamoyl)-5-hydroxy-3,4-dihydroisoquinolin-2(1H)-yl)-3-(1-(cyclohexylmethyl)-5-methyl-1H-pyrazol-4-yl)picolinate